NC1=CC=CC(=N1)S(=O)(=O)NC(=O)C=1C(=NC(=CC1)C=1C=NC(=C(C1)C)OCCOCCOCCOC(C)C)N1C(C[C@@H](C1)C)(C)C N-[(6-amino-2-pyridyl)sulfonyl]-6-[6-[2-[2-(2-isopropoxyethoxy)ethoxy]ethoxy]-5-methyl-3-pyridyl]-2-[(4S)-2,2,4-trimethylpyrrolidin-1-yl]pyridine-3-carboxamide